C(CCCCCCC\C=C/CCCCCCCC)(=O)OC(C)=O acetic oleic anhydride